[(2R,3S,4R,5R)-5-[2-chloro-6-(cyclopentylmethylamino)purin-9-yl]-3,4-dihydroxyoxolan-2-yl]methoxymethylphosphonic acid ClC1=NC(=C2N=CN(C2=N1)[C@H]1[C@@H]([C@@H]([C@H](O1)COCP(O)(O)=O)O)O)NCC1CCCC1